3-fluoro-7-nitro-1,5-naphthyridine FC=1C=NC2=CC(=CN=C2C1)[N+](=O)[O-]